CN1CCC(CC1)C1=NC2=CC=C(C=C2C=N1)C=C 2-(1-methylpiperidin-4-yl)-6-vinylquinazoline